(S)-2-amino-6-borono-2-((1S,3R)-3-((3',4'-dichlorobiphenyl-4-yl)methylamino)cyclobutyl)hexanoic acid N[C@@](C(=O)O)(CCCCB(O)O)C1CC(C1)NCC1=CC=C(C=C1)C1=CC(=C(C=C1)Cl)Cl